N1(CCCCCC1)C=1N=C(C2=C(C=NNC2=O)N1)NC1=CC=C(OCCN2CCC3(CC3)CC2)C=C1 6-(2-(4-((2-(Azepan-1-yl)-5-oxo-5,6-dihydropyrimido[4,5-d]pyridazin-4-yl)amino)phenoxy)ethyl)-6-azaspiro[2.5]octan